(1R,2S,3S,4R)-3-((2-chloro-7-(hydroxymethyl)pyrrolo[2,1-f][1,2,4]triazin-4-yl)amino)bicyclo[2.2.2]octane-2-carboxylic acid ethyl ester C(C)OC(=O)[C@H]1C2CCC([C@@H]1NC1=NC(=NN3C1=CC=C3CO)Cl)CC2